NC1=NC(N(C=C1)[C@@H]1O[C@@]([C@H]([C@H]1F)O)(CO)C#C)=O 4-amino-1-((2r,3r,4r,5r)-5-ethynyl-3-fluoro-4-hydroxy-5-(hydroxymethyl)tetrahydrofuran-2-yl)pyrimidin-2(1H)-one